ClC1=C(C(=O)NC2(CC2)C(F)F)C=CC(=C1F)F 2-chloro-N-(1-(difluoromethyl)cyclopropyl)-3,4-difluorobenzamide